4-(2-{4-[2-(2,6-dioxopiperidin-3-yl)-6-fluoro-1,3-dioxoisoindol-5-yl]piperazin-1-yl}-2-oxoethyl)piperidine-1-carboxylic acid tert-butyl ester C(C)(C)(C)OC(=O)N1CCC(CC1)CC(=O)N1CCN(CC1)C=1C=C2C(N(C(C2=CC1F)=O)C1C(NC(CC1)=O)=O)=O